(2R,6R)-4-((R)-1-(3-fluoro-5-methylpyridin-2-yl)-3-methoxypropyl)-1-isobutyryl-6-methyl-N-(4-(pyrimidin-2-yl)benzyl)piperazine-2-carboxamide FC=1C(=NC=C(C1)C)[C@@H](CCOC)N1C[C@@H](N([C@@H](C1)C)C(C(C)C)=O)C(=O)NCC1=CC=C(C=C1)C1=NC=CC=N1